(3-(1H-imidazol-2-yl)phenyl)methylamine N1C(=NC=C1)C=1C=C(C=CC1)CN